BrC1=C(C(=C(C=C1)C=1C(=NN(C1)CCC(=O)N)C(F)(F)F)F)F 3-(4-(4-bromo-2,3-difluorophenyl)-3-(trifluoromethyl)-1H-pyrazol-1-yl)propanamide